NC1=C(C(=O)NC2(CCCCC2)NC(C2=C(C=CC=C2)N)=O)C=CC=C1 N,N'-bis(aminobenzoyl)cyclohexanediamine